C1=C(C=CC2=CC=CC=C12)C#N 2-naphthonitrile